O=C1NC(CCC1N1C(C2=CC=CC(=C2C1)NC(C(=O)OC(C)(C)C)=O)=O)=O tert-Butyl 2-[[2-(2,6-dioxo-3-piperidyl)-1-oxo-isoindolin-4-yl]amino]-2-oxo-acetate